5-fluoro-4-methoxy-2-nitroaniline FC=1C(=CC(=C(N)C1)[N+](=O)[O-])OC